N-[(3-exo)-8-azabicyclo[3.2.1]oct-3-yl]-4-fluoro-N-methyl-6-(2-methylimidazo[1,2-b]pyridazin-6-yl)-1,3-benzothiazol-2-amine C12CC(CC(CC1)N2)N(C=2SC1=C(N2)C(=CC(=C1)C=1C=CC=2N(N1)C=C(N2)C)F)C